N-((R)-1-(3-(1-ethyl-1H-pyrazol-3-yl)-5-(1-methyl-1H-pyrazol-4-yl)phenyl)ethyl)-2-methyl-5-((1S,4S)-5-methyl-2,5-diazabicyclo[2.2.1]heptan-2-yl)benzamide C(C)N1N=C(C=C1)C=1C=C(C=C(C1)C=1C=NN(C1)C)[C@@H](C)NC(C1=C(C=CC(=C1)N1[C@@H]2CN([C@H](C1)C2)C)C)=O